ClC1=CNC=2N=C(N=C(C21)N[C@H]2CNCC2)NC=2C=NN(C2)CC (R)-5-chloro-N2-(1-ethyl-1H-pyrazol-4-yl)-N4-(pyrrolidin-3-yl)-7H-pyrrolo[2,3-d]pyrimidine-2,4-diamine